2-(pyrazin-2-yl)pyrazolo[1,5-a]pyrimidin-7(4H)-one N1=C(C=NC=C1)C1=NN2C(NC=CC2=O)=C1